OC=1C=C(C=CC1O)[C@H]1OC=2C=C(C(=C(C2C[C@@H]1O)O)[C@H]1[C@@H]([C@H](OC2=CC(=CC(=C12)O)O)C1=CC(=C(C=C1)O)O)O)O (2R,3S)-2-(3,4-dihydroxyphenyl)-6-[(2R,3S,4R)-2-(3,4-dihydroxyphenyl)-3,5,7-trihydroxy-3,4-dihydro-2H-chromen-4-yl]-3,4-dihydro-2H-chromen-3,5,7-triol